benzyl 4-(8-(tert-butoxycarbonyl)-3,8-diazabicyclo[3.2.1]octan-3-yl)-2-((1-(hydroxymethyl)cyclopropyl)methoxy)-5,8-dihydropyrido[3,4-d]pyrimidine-7(6H)-carboxylate C(C)(C)(C)OC(=O)N1C2CN(CC1CC2)C=2C1=C(N=C(N2)OCC2(CC2)CO)CN(CC1)C(=O)OCC1=CC=CC=C1